COC=1C=C(C=NC1)CNC(C1=CN=CC(=C1N1C[C@]2(CCCN2)CC1)C1=CC(=CC(=C1)F)F)=O N-[(5-methoxy-3-pyridyl)methyl]-4-{(S)-1,7-diaza-7-spiro[4.4]nonyl}-5-(3,5-difluorophenyl)nicotinamide